3,3-dimethyl-1-(3-sulfopropyl)indoline-5-sulfonic acid CC1(CN(C2=CC=C(C=C12)S(=O)(=O)O)CCCS(=O)(=O)O)C